[Si](C1=CC=CC=C1)(C1=CC=CC=C1)(C(C)(C)C)OC1=CC=C(CCN2C(=NC3=C2C=CC(=C3)C#N)NC(=O)C3=CC(=NN3CC)C)C=C1 N-(1-(4-((tert-butyldiphenylsilyl)oxy)phenethyl)-5-cyano-1H-benzo[d]imidazole-2-yl)-1-ethyl-3-methyl-1H-pyrazole-5-carboxamide